N1=CC(=CC=C1)[C@@H]1CNC2(CC2)[C@H]1C#N |r| Racemic-trans-6-(pyridin-3-yl)-4-azaspiro[2.4]heptane-7-carbonitrile